C(C)(C)(C)OC(=O)N1C(CCCC1)=CC1=CC(=CC=C1)N(C)C1=C(C=C(C=C1)C)Cl (3-((2-chloro-4-methylphenyl)(methyl)amino)benzylidene)piperidine-1-carboxylic acid tert-butyl ester